Furananilide O1C(=CC=C1)C(=O)NC1=CC=CC=C1